(S)-tert-butyl 1-(((S)-1-(5-(1-(5-bromopentyl)-2-oxo-1,2-dihydroquinolin-6-yl)oxazol-2-yl)-7-oxononyl)carbamoyl)-6-azaspiro[2.5]octane-6-carboxylate BrCCCCCN1C(C=CC2=CC(=CC=C12)C1=CN=C(O1)[C@H](CCCCCC(CC)=O)NC(=O)[C@H]1CC12CCN(CC2)C(=O)OC(C)(C)C)=O